4-(4-chloro-2-fluorophenyl)-7-methyl-2-((2R,4S)-2-(2-methyl-5-pyrimidinyl)tetrahydro-2H-pyran-4-yl)pteridine ClC1=CC(=C(C=C1)C1=NC(=NC2=NC(=CN=C12)C)[C@@H]1C[C@@H](OCC1)C=1C=NC(=NC1)C)F